C(#N)C1=C(C=CC=C1)[C@H]([C@@H](C)C=1N(C(C(=C(N1)C(=O)NC=1C=NOC1)O)=O)C)C=1C=NN(C1)C1COC1 2-((1s,2r)-1-(2-cyanophenyl)-1-(1-(oxetan-3-yl)-1H-pyrazol-4-yl)propan-2-yl)-5-hydroxy-N-(isoxazol-4-yl)-1-methyl-6-oxo-1,6-dihydropyrimidine-4-carboxamide